CO[Si](CCN1N=C(N=C1N)CCCCCCCCCC1=NN(C(=N1)N)CC[Si](OC)(OC)OC)(OC)OC 3,3'-Nonamethylenebis{1-[2-(trimethoxysilyl)ethyl]-5-amino-1,2,4-triazole}